1-((4-tert-butyl-2,6-dimethylphenyl)sulfinyl)-4-methylpiperazine C(C)(C)(C)C1=CC(=C(C(=C1)C)S(=O)N1CCN(CC1)C)C